4-chloro-2-((3,5-dichlorophenylimino)-methyl)phenyl isobutyrate C(C(C)C)(=O)OC1=C(C=C(C=C1)Cl)C=NC1=CC(=CC(=C1)Cl)Cl